N[C@H](CCCOC1=CC=C(C(=C1CC=1C=NN2C1N=CN=C2N(C2=CC=CC=C2)C)Cl)Cl)COC (R)-8-(6-((4-amino-5-methoxypentyl)oxy)-2,3-dichlorobenzyl)-N-methyl-N-phenyl-pyrazolo[1,5-a][1,3,5]triazin-4-amine